methyl 4-(acetoxymethyl)-2,3-difluoro-5-(4,4,5,5-tetramethyl-1,3,2-dioxaborolan-2-yl)benzoate C(C)(=O)OCC1=C(C(=C(C(=O)OC)C=C1B1OC(C(O1)(C)C)(C)C)F)F